tert-butyl (2R,3S)-3-[(6-cyano-2-fluoropyridin-3-yl)oxy]-2-methylazetidine-1-carboxylate C(#N)C1=CC=C(C(=N1)F)O[C@@H]1[C@H](N(C1)C(=O)OC(C)(C)C)C